N9-(3-methylbenzyl)-2-morpholino-N6-(pyridin-4-yl)-9H-purin-6,9-diamine CC=1C=C(CNN2C3=NC(=NC(=C3N=C2)NC2=CC=NC=C2)N2CCOCC2)C=CC1